C(C)(C)C1=NN(C2=NC(=CC(=C21)NCC2=NN(C=N2)C)C=2C(N(C=CC2)C)=O)C 3-(3-isopropyl-1-methyl-4-(((1-methyl-1H-1,2,4-triazol-3-yl)methyl)amino)-1H-pyrazolo[3,4-b]pyridin-6-yl)-1-methylpyridin-2(1H)-one